C1(CC1)C(=O)N1CCN(CC1)C=1C=C2C(=CC=NC2=CC1)N[C@H](C)C1=C(C(=CC=C1)C(F)(F)F)C (R)-cyclopropyl(4-(4-((1-(2-methyl-3-(trifluoromethyl)phenyl)ethyl)amino)quinolin-6-yl)piperazin-1-yl)methanone